CC(CC1=NC=CC=C1)N 2-(2-methyl-aminoethyl)pyridine